C(C1=CC=CC=C1)OCCNC(CN1N=C(C2=CC=CC=C12)C1C(NC(CC1)=O)=O)=O N-(2-(benzyloxy)ethyl)-2-(3-(2,6-dioxopiperidin-3-yl)-1H-indazol-1-yl)-acetamide